ClC1=NC=CC(=C1F)C(F)F 2-chloro-4-(difluoromethyl)-3-fluoropyridine